BrC1=CC2=C(NC[C@H](CN2)O)N=C1 (3S)-8-bromo-3-hydroxy-1,2,3,5-tetrahydropyrido[2,3-b][1,4]diazepine